5-chloro-2-fluorobenzonitrile ClC=1C=CC(=C(C#N)C1)F